C(C)(=O)N[C@@H](CC1=CC=C(C=C1)O)C(=O)N[C@@H](C(C)C)C(=O)N[C@@H](C)C(=O)N[C@@H](CC(=O)O)C(=O)C(Cl)C(=O)C(C([C@@H](NC([C@@H](NC([C@@H](NC([C@@H](NC(C)=O)CC1=CC=C(C=C1)O)=O)C(C)C)=O)C)=O)CC(=O)O)=O)Cl acetyl-tyrosyl-valyl-alanyl-aspartyl-chloromethylketone